trans-tert-butyl 2-(4-(aminomethyl)cyclohexyl)acetate NC[C@@H]1CC[C@H](CC1)CC(=O)OC(C)(C)C